CC=1C=C(C=C(C1)C)C1=CC(=CS1)CC(C)(C)C 5-(3,5-Dimethylphenyl)-3-neopentylthiophene